2-oxoethyl phosphate P(=O)(OCC=O)([O-])[O-]